C1(CC1)COC=1C=C(C=C(C1)C(F)(F)F)C=1N=NNC1C(=O)O 4-(3-(cyclopropylmethoxy)-5-(trifluoromethyl)phenyl)-1H-1,2,3-triazole-5-carboxylic acid